ClC1=C2C(C=3C(CN4C(CC5(CC5)[C@@H]4C3CN=C1)=O)C=1NC(=CN1)C=1C=CC=3N(C1)C=NC3)=CC(C=C2F)=O |o1:13| (R*)-7-chloro-8-fluoro-12-(5-(imidazo[1,5-a]pyridin-6-yl)-1H-imidazol-2-yl)-13,14-dihydro-2H-spiro[benzo[5,6]azocino[4,3-g]indolizine-3,1'-cyclopropane]-1,10(4H,12H)-dione